Anti-Acetyl-CoA C(C)(=O)SCCNC(CCNC([C@@H](C(COP(OP(OC[C@@H]1[C@H]([C@H]([C@@H](O1)N1C=NC=2C(N)=NC=NC12)O)OP(=O)(O)O)(=O)O)(=O)O)(C)C)O)=O)=O